ClC1=CC=C(C=C1)C=1N=C2N(C=CC=C2)C1CN1CC2CN(C(C1)CC2)C(=O)C2=NC(=CC=C2F)OC [3-{[2-(4-chlorophenyl)imidazo[1,2-a]pyridin-3-yl]methyl}-3,6-diazabicyclo[3.2.2]non-6-yl](3-fluoro-6-methoxypyridin-2-yl)methanone